2-(difluoromethyl)-5-(6-((4-(4-methylpyridin-3-yl)-1H-1,2,3-triazol-1-yl)methyl)pyridin-3-yl)-1,3,4-oxadiazole FC(C=1OC(=NN1)C=1C=NC(=CC1)CN1N=NC(=C1)C=1C=NC=CC1C)F